C(C)(CCC)NC1(CCCCC1)NC(C)CCC N,N'-di-sec-amyl-cyclohexanediamine